ClC1=CC(=C(C=C1)C=1C(=CC=CC1)S(=O)(=O)NC1=NOC(=C1C)C)COCC 4'-chloro-N-(4,5-dimethylisoxazol-3-yl)-2'-(ethoxymethyl)-[1,1'-biphenyl]-2-sulfonamide